1-(7-bromo-6,8-difluoro-2-(((2R,7aS)-2-fluorotetrahydro-1H-pyrrolizin-7a(5H)-yl)methoxy)-5-methoxyquinazolin-4-yl)-1,4-diazepan-5-one BrC1=C(C(=C2C(=NC(=NC2=C1F)OC[C@]12CCCN2C[C@@H](C1)F)N1CCNC(CC1)=O)OC)F